ClC1=NC(=CC(=C1)C(=O)OCCOC)Cl 2-methoxyethyl 2,6-dichloropyridine-4-carboxylate